5-(5-(3,5-dichloro-4-fluorophenyl)-5-(trifluoromethyl)-4,5-dihydroisoxazol-3-yl)-N-(3,3-dimethylbutan-2-yl)-3-methyl-5,6-dihydro-4H-thieno[2,3-c]pyrrole-2-carboxamide ClC=1C=C(C=C(C1F)Cl)C1(CC(=NO1)N1CC2=C(C1)C(=C(S2)C(=O)NC(C)C(C)(C)C)C)C(F)(F)F